(S)-7-bromo-8-(4-(pyrrolidin-3-yloxy)phenyl)-5,6-dihydronaphthalen-2-ol BrC=1CCC=2C=CC(=CC2C1C1=CC=C(C=C1)O[C@@H]1CNCC1)O